CC1CC(C(CN1C(=O)OC(C)(C)C)C(=O)OC)=O (+/-)-tert-Butyl 3-Methyl 6-Methyl-4-oxopiperidine-1,3-dicarboxylate